(3-((1S,3R)-3-aminocyclohexyl)-[1,2,4]triazolo[4,3-a]pyridin-6-yl)(pyrrolidin-1-yl)methanone N[C@H]1C[C@H](CCC1)C1=NN=C2N1C=C(C=C2)C(=O)N2CCCC2